OC1=C(C=CC(=C1)O)C1=NC(=NC(=N1)C1=C(C=C(C=C1)C)C)C1=C(C=C(C=C1)C)C 2-(2,4-dihydroxyphenyl)-4,6-bis-(2,4-dimethylphenyl)-s-triazine